C12(CC(C1)C2)C(COC=2C=NN(C2C2=CC=1N(C=C2)N=C(C1)NC1=NC(=NC(=C1)C)C)C)=O 1-(bicyclo[1.1.1]pentan-1-yl)-2-((5-(2-((2,6-dimethylpyrimidin-4-yl)amino)pyrazolo[1,5-a]pyridin-5-yl)-1-methyl-1H-pyrazol-4-yl)oxy)ethanone